6-hydroxy-8-oxa-3-azabicyclo[3.2.1]octane-3-carboxylate OC1C2CN(CC(C1)O2)C(=O)[O-]